(dibenzofuranyl)[bis(biphenylyl)triazinyl]biphenyl C1(=CC=CC=2OC3=C(C21)C=CC=C3)C=3C(=C(C=CC3)C3=CC=CC=C3)C3=NN=NC(=C3C3=C(C=CC=C3)C3=CC=CC=C3)C3=C(C=CC=C3)C3=CC=CC=C3